N-(4-fluoro-3-methoxy-phenyl)-N-methyl-3-[4-(methylcarbamoyl-amino)phenyl]imidazo[1,2-a]pyridine-6-carboxamide FC1=C(C=C(C=C1)N(C(=O)C=1C=CC=2N(C1)C(=CN2)C2=CC=C(C=C2)NC(NC)=O)C)OC